(4-methoxyphenyl)glyoxylic acid COC1=CC=C(C=C1)C(C(=O)O)=O